BrC=1C(=NC(=NC1)NC1=C(C=C(C(=C1)C)N1CCC(CC1)N1CCN(CCC1)C)OC)NC1=C(C=CC(=C1)Cl)CS(=O)(=O)[NH-] N-(2-((5-bromo-2-((2-methoxy-5-methyl-4-(4-(4-methyl-1,4-diazepan-1-yl)piperidin-1-yl)phenyl)amino)pyrimidin-4-yl)amino)-4-chlorophenyl)methanesulfonylamide